C[Si](CCOC([C@@H](NC(=O)OC(C)(C)C)CS)=O)(C)C 2-(trimethylsilyl)ethyl-N-(tert-butoxycarbonyl)-L-cysteinate